6-(3-chlorophenyl)-1H-benzo[d]imidazole ClC=1C=C(C=CC1)C=1C=CC2=C(NC=N2)C1